C(C)(C)(C)OC(=O)N1CC2(C[C@H]1C(=O)OC(C)(C)C)CCCC2 (3S)-2-Azaspiro[4.4]nonane-2,3-dicarboxylic acid di-tert-butyl ester